C(=O)(O)CCCSC=1N2C(SC1C=1C=NN(C1)C)=C(C=N2)C(=O)NC=2C(=NC=C(C2)C(NCCN(CCOC)CCOC)=O)C (3-carboxypropyl)thio-N-(5-((2-(bis(2-methoxyethyl)amino)ethyl)carbamoyl)-2-methylpyridin-3-yl)-2-(1-methyl-1H-pyrazol-4-yl)pyrazolo[5,1-b]thiazole-7-carboxamide